CS(=O)(=O)O.ClC=1C=C(C=CC1C)NC(=O)C1=CC(=CC=2NC(=NC21)N(C)C)NC(=O)C2=C(C=CC(=C2)Cl)Cl N-(3-chloro-4-methylphenyl)-6-{[(2,5-dichlorophenyl)carbonyl]amino}-2-(dimethylamino)-1H-benzimidazole-4-carboxamide methanesulfonate